NC1=NC=NN2C1=C(C=C2C2CCN(CC2)C(C(C)C)=O)C2=CC=C(C=C2)NC(=O)C=2C(N(C(=C(C2)C#N)C)C2=CC=CC=C2)=O N-(4-(4-amino-7-(1-isobutyrylpiperidin-4-yl)pyrrolo[2,1-f][1,2,4]triazin-5-yl)phenyl)-5-cyano-6-methyl-2-oxo-1-phenyl-1,2-dihydropyridine-3-carboxamide